N-(2-chloro-4-(difluoromethoxy)phenyl)-2-iodoacetamide ClC1=C(C=CC(=C1)OC(F)F)NC(CI)=O